C(#N)C1=C(N=C(S1)N(C1=C(N=C2SC(=NN21)N2C[C@H](N(CC2)CC(=O)N2CC(C2)O)C(=O)OC)CC)C)C2=CC=C(C=C2)F methyl (S)-4-{5-[(5-cyano-4-(4-fluorophenyl)thiazol-2-yl)(methyl)amino]-6-ethylimidazo[2,1-b][1,3,4]thiadiazol-2-yl}-1-(2-(3-hydroxyazetidin-1-yl)-2-oxoethyl)piperazine-2-carboxylate